C(C)(C)(C)C1(CN=C(C=C1)OCCCN1C(C2=CC=CC=C2C1=O)=O)CNC([O-])=O 3-Tert-butyl((6-(3-(1,3-dioxoisoindolin-2-yl)propoxy) pyridin-3-yl)methyl)carbamate